9,10-diphenyl-2-[N-phenyl-N-(9-phenyl-carbazol-3-yl)-amino]-anthracene C1(=CC=CC=C1)C=1C2=CC=CC=C2C(=C2C=CC(=CC12)N(C=1C=CC=2N(C3=CC=CC=C3C2C1)C1=CC=CC=C1)C1=CC=CC=C1)C1=CC=CC=C1